ClC=1C=C2CCCN(C2=C(C1)C1=C2C(=NC=C1)C=C(S2)COS(=O)(=O)C)[C@@H]2CN(C1(CCC1)C2)C(=O)OC(C)(C)C (S)-tert-butyl 7-(6-chloro-8-(2-(((methylsulfonyl)oxy)methyl)thieno[3,2-b]pyridin-7-yl)-3,4-dihydroquinolin-1(2H)-yl)-5-azaspiro[3.4]octane-5-carboxylate